5-(4-fluorophenyl)-1-cyclobutyl-4-oxo-1,4-dihydropyridine-3-carboxylic acid FC1=CC=C(C=C1)C=1C(C(=CN(C1)C1CCC1)C(=O)O)=O